ClC1=CC=C(CO\N=C\C2=C(N=C3OC=CN32)C3=CC2=CC=CC=C2C=C3)C=C1 (E)-6-(naphthalen-2-yl)imidazo[2,1-b]oxazole-5-carbaldehyde O-(4-chlorobenzyl) oxime